COC[C@@H]1N(CCC1)C(CCCCCC=1N=C(N(C1)C1=CC=CC=C1)NC(C1=CC(=CC=C1)C=1C=NNC1)=O)=O (R)-N-(4-(6-(2-(methoxymethyl)pyrrolidin-1-yl)-6-oxohexyl)-1-phenyl-1H-imidazol-2-yl)-3-(1H-pyrazol-4-yl)benzamide